(R)-6-chloro-1-(2-methylazetidin-1-yl)-2,7-naphthyridin-4-ol ClC=1C=C2C(=CN=C(C2=CN1)N1[C@@H](CC1)C)O